FC1(CCN(CC1)C1=NC(=CC(=N1)C=1C=NN(C1)C1=C(C=C(C=C1)[N+](=O)[O-])N1CCC(CC1)(F)F)C)F 2-(4,4-difluoropiperidin-1-yl)-4-(1-(2-(4,4-difluoropiperidin-1-yl)-4-nitrophenyl)-1H-pyrazol-4-yl)-6-methylpyrimidine